FC(C)(C)C1=CC(=NO1)C(=O)N[C@@H](CC(C)C)C(=O)O (5-(2-fluoropropane-2-yl)isoOxazole-3-carbonyl)-L-leucine